NC1=NC=CC2=C(C=CC=C12)C=1C=C2C(CC3(CCN(CC3)C(=O)OCC(C)C)C2=CC1)OC1=C(C(=CC=C1)C)CC(=O)O 2-(2-((5-(1-aminoisoquinolin-5-yl)-1'-(isobutoxycarbonyl)-2,3-dihydrospiro[indene-1,4'-piperidin]-3-yl)oxy)-6-methylphenyl)acetic acid